2-((4-(((2s,4r)-2-methyl-1-propionyl-1,2,3,4-tetrahydroquinolin-4-yl)amino)phenyl)amino)oxazole-4-carboxylic acid C[C@@H]1N(C2=CC=CC=C2[C@@H](C1)NC1=CC=C(C=C1)NC=1OC=C(N1)C(=O)O)C(CC)=O